6-((5-((4-methoxybenzyl)amino)-3-(2,2,2-trifluoroethoxy)pyridin-2-yl)oxy)-3-methyl-N-(3-methyl-1,1-dioxidothietan-3-yl)imidazo[1,2-a]pyridine-2-carboxamide COC1=CC=C(CNC=2C=C(C(=NC2)OC=2C=CC=3N(C2)C(=C(N3)C(=O)NC3(CS(C3)(=O)=O)C)C)OCC(F)(F)F)C=C1